N1=C(C=CC=C1C=O)C1=NC=CC=C1 6-bipyridine-formaldehyde